tri(isopropyl) borate B(OC(C)C)(OC(C)C)OC(C)C